C1(CCC(CC1)C(=O)OCCCC(CC)CC)C(=O)OCCCC(CC)CC di(4-ethylhexyl) cyclohexane-1,4-dicarboxylate